N-(4-(4-(aminomethyl)piperidin-1-yl)-3-ethylphenyl)-3-(2,3-difluoro-4-methoxyphenyl)imidazo[1,2-a]pyrazin-8-amine hydrochloride Cl.NCC1CCN(CC1)C1=C(C=C(C=C1)NC=1C=2N(C=CN1)C(=CN2)C2=C(C(=C(C=C2)OC)F)F)CC